montanyl cerotate C(CCCCCCCCCCCCCCCCCCCCCCCCC)(=O)OCCCCCCCCCCCCCCCCCCCCCCCCCCCC